C(C)N1C2=CC=CC=C2C=2C=C(C=CC12)N1N=NC(=C1C1=CC=CC=C1)C(O)C=1C=NC=CC1 (1-(9-ethyl-9H-carbazol-3-yl)-5-phenyl-1H-1,2,3-triazol-4-yl)(pyridin-3-yl)methanol